O1C(=CC=C1)CNC(CC)=O N-(furan-2-ylmethyl)propanamide